ethyl 1-(3,4-difluorophenethyl)-1H-indole-5-carboxylate FC=1C=C(CCN2C=CC3=CC(=CC=C23)C(=O)OCC)C=CC1F